BrC1=CC=C(C=C1)[C@@]12OC3=C([C@@]1([C@@H]([C@@H]([C@H]2C2=CC=CC=C2)C(=O)NS(NCC#C)(=O)=O)O)O)C(=CC(=C3)OC)OC (1R,2R,3S,3aR,8bS)-3a-(4-bromophenyl)-1,8b-dihydroxy-6,8-dimethoxy-3-phenyl-N-(N-(prop-2-yn-1-yl)sulfamoyl)-2,3,3a,8b-tetrahydro-1H-cyclopenta[b]benzofuran-2-carboxamide